C(C)(C)(C)N(C(O)=O)C1=CC(=CC(=C1)N)COCC=C.C(C)(C)C1=C(C=CC=C1)N1CCNCC1 4-(2-isopropylphenyl)piperazine tert-butyl-(3-((allyloxy)methyl)-5-aminophenyl)carbamate